(3-(1-(4-(trifluoromethyl)phenyl)-1H-pyrazolo[3,4-b]pyridin-3-yl)phenyl)acrylamide FC(C1=CC=C(C=C1)N1N=C(C=2C1=NC=CC2)C=2C=C(C=CC2)C(C(=O)N)=C)(F)F